(6-(3-Hydroxyprop-1-yn-1-yl)pyridin-3-yl)boronic acid OCC#CC1=CC=C(C=N1)B(O)O